C(C(\C=C/CCCCCCCC\C=C\CCCC)=O)OCOCOCC(\C=C/CCCCCCCC\C=C\CCCC)=O (3Z,13E)-3,13-octadecdienonoxymethyl ether